C(C)C(CS)CC 2-ethylbutan-1-thiol